3-cyclobutyl-N-(morpholine-4-sulfonyl)-1-phenyl-4-{4-[(pyrrolidin-1-yl)methyl]piperidin-1-yl}-1H-pyrazolo[3,4-b]pyridine-6-carboxamide C1(CCC1)C1=NN(C2=NC(=CC(=C21)N2CCC(CC2)CN2CCCC2)C(=O)NS(=O)(=O)N2CCOCC2)C2=CC=CC=C2